4-butyl-6-(4-((dimethylamino)methyl)benzyl)pyridin C(CCC)C1=CC=NC(=C1)CC1=CC=C(C=C1)CN(C)C